CC1(OC(C2=CC=C(C=C12)Br)=O)O methyl-5-bromo-3-hydroxyisobenzofuran-1(3H)-one